C(C)NC(=O)NC1=NC=CC(=N1)CN1CCN(CC1)C=1C(=NC(=CC1)N1N=CC=C1)C 1-ethyl-3-(4-((4-(2-methyl-6-(1H-pyrazol-1-yl)pyridin-3-yl)piperazin-1-yl)methyl)pyrimidin-2-yl)urea